6-chloro-3-methoxypyridinecarbonitrile ClC1=CC=C(C(=N1)C#N)OC